9-dodecyl-9-borabicyclo[3.3.1]nonane C(CCCCCCCCCCC)B1C2CCCC1CCC2